4-(1-(2,4-difluorophenyl)-1H-pyrrolo[2,3-b]pyridin-5-yl)-3,5-dimethylisoxazole FC1=C(C=CC(=C1)F)N1C=CC=2C1=NC=C(C2)C=2C(=NOC2C)C